NC1=NC2=C(C=3N1N=C(N3)C=3OC=CC3)C=NN2C(C(=O)NCC2=NC=CC=C2C)(C)C2=CC=CC=C2 2-(5-amino-2-(furan-2-yl)-7H-pyrazolo[4,3-e][1,2,4]triazolo[1,5-c]pyrimidin-7-yl)-N-((3-methylpyridin-2-yl)methyl)-2-phenylpropanamide